OCC1C2CC(C(C1)C2)CCCO 3-(5-hydroxymethylbicyclo[2.2.1]hept-2-yl)-propan-1-ol